tert-Butyl 4-[6-(8-chloro-2-methylimidazo[1,2-a]pyridin-6-yl)-4-oxo-3,4-dihydroquinazolin-2-yl]piperidine-1-carboxylate ClC=1C=2N(C=C(C1)C=1C=C3C(NC(=NC3=CC1)C1CCN(CC1)C(=O)OC(C)(C)C)=O)C=C(N2)C